C(CC(CCCC=CCCCCCCCC)O)O hexadec-7-ene-1,3-diol